C(=C)C1=C2C(=NC(=C1)C#N)C(=CN2)F 7-vinyl-3-fluoro-1H-pyrrolo[3,2-b]pyridine-5-carbonitrile